2,4-dichloro-N-((6-methylpyridin-3-yl)methyl)nicotinamide ClC1=C(C(=O)NCC=2C=NC(=CC2)C)C(=CC=N1)Cl